6-[4-Chloro-3-(difluoromethoxy)phenyl]-3-fluoro-pyrazolo[4,3-b]pyridin ClC1=C(C=C(C=C1)C=1C=C2C(=NC1)C(=NN2)F)OC(F)F